C[C@@H]1CN(C(C=2N1N=C(C2)C(C)C)=O)CC(=O)NC2=NC=CC=N2 2-[(7R)-7-Methyl-4-oxo-2-(propan-2-yl)-4H,5H,6H,7H-pyrazolo[1,5-a]pyrazin-5-yl]-N-(pyrimidin-2-yl)acetamide